tert-Butyl (4S)-4-[(1R)-5-(6-tert-butyl-7-methyl-pyrrolo[2,3-d]pyrimidin-2-yl)-1-isopropoxy-5-oxo-pentyl]-2,2-dimethyl-oxazolidine-3-carboxylate C(C)(C)(C)C1=CC2=C(N=C(N=C2)C(CCC[C@@H](OC(C)C)[C@H]2N(C(OC2)(C)C)C(=O)OC(C)(C)C)=O)N1C